C(C)(C)(C)OC(=O)N[C@H]1CN(CC[C@H]1O)C(=O)OCC1=CC=CC=C1 benzyl (3s,4r)-3-(tert-butoxycarbonylamino)-4-hydroxy-piperidine-1-carboxylate